Cl.Cl.COC(=O)C1=CN=CN1[C@H](CN)C (S)-1-(1-aminopropan-2-yl)-1H-imidazole-5-carboxylic acid methyl ester dihydrochloride